CC1CC(CC(C1)C)N1N=CC=2C1=NC(=NC2NC(=O)C=2SC(=CC2)[N+](=O)[O-])C2=CC=C(C(=O)OC)C=C2 methyl 4-(1-(3,5-dimethylcyclohexyl)-4-(5-nitrothiophene-2-carboxamido)-1H-pyrazolo[3,4-d]pyrimidin-6-yl)benzoate